2-t-butyl-6-(3-t-butyl-5-methyl-2-hydroxybenzyl)-4-methylphenyl acrylate C(C=C)(=O)OC1=C(C=C(C=C1CC1=C(C(=CC(=C1)C)C(C)(C)C)O)C)C(C)(C)C